2-(7-methoxy-1-methyl-1,2,3,4-tetrahydronaphthalene-1-yl)-N-methylethane-1-amine COC1=CC=C2CCCC(C2=C1)(C)CCNC